tert-butyl (2-((8-bromo-4-((4-(pyridin-2-yl)benzyl)amino)pyrazolo[1,5-a][1,3,5]triazin-2-yl)(methyl)amino)ethyl)carbamate BrC=1C=NN2C1N=C(N=C2NCC2=CC=C(C=C2)C2=NC=CC=C2)N(CCNC(OC(C)(C)C)=O)C